ClC1=C(CN[C@@H]2[C@H](CCCC2)CC=2C=C3CN(C(C3=CC2)=O)C2C(NC(CC2)=O)=O)C=CC=C1 3-(5-(((1R,2S)-2-((2-chlorobenzyl)amino)cyclohexyl)methyl)-1-oxoisoindolin-2-yl)piperidine-2,6-dione